4'-((6-butyl-5-((3-cyanophenyl)(methyl)amino)-2,4-dihydroxypyridin-3-yl)sulfonyl)-N,N-dimethyl-[1,1'-biphenyl]-2-carboxamide C(CCC)C1=C(C(=C(C(=N1)O)S(=O)(=O)C1=CC=C(C=C1)C=1C(=CC=CC1)C(=O)N(C)C)O)N(C)C1=CC(=CC=C1)C#N